CC1(CC1)C(=O)NCCCN(CCCCCCCC(=O)OC(CCCCCCCC)CCCCCCCC)CCCCCCCC(OC(CC)CCCCCCCC)=O Heptadecan-9-yl 8-((3-(1-methylcyclopropane-1-carboxamido)propyl)(8-oxo-8-(undecan-3-yloxy)octyl)amino)octanoate